[2,6-Bis(1-(2,6-dimethylphenylimino)nonyl)pyridine] iron [Fe].CC1=C(C(=CC=C1)C)N=C(CCCCCCCC)C1=NC(=CC=C1)C(CCCCCCCC)=NC1=C(C=CC=C1C)C